C(#N)CC(C(=O)N1CCOC2=C(C1)C=CC=C2C#N)(C)C 4-(3-cyano-2,2-dimethyl-propanoyl)-3,5-dihydro-2H-1,4-benzoxazepine-9-carbonitrile